O1CCN=CC(C1)=O [1,4]Oxazepine-6(2H)-one